ClC1=CC=C2C(=CNC2=C1OC)S(=O)(=O)NC=1C(=NSC1)OC 6-chloro-7-methoxy-N-(3-methoxyisothiazol-4-yl)-1H-indole-3-sulfonamide